FC=1C=C2C(=NC1)NC=C2C2N(CCC1=CC(=CC=C21)C2=CC=CC=C2)C(=O)N (5-fluoro-1H-pyrrolo[2,3-b]pyridin-3-yl)-6-phenyl-3,4-dihydroisoquinoline-2(1H)-carboxamide